BrC1=CC=2C3=NN(C=4C=CC(OCCCNC(OCC(=C1)C2)=O)=CC34)C3OCCCC3 4-bromo-19-(oxan-2-yl)-8,14-dioxa-10,19,20-triazatetracyclo[13.5.2.12,6.018,21]tricosa-1(20),2(23),3,5,15(22),16,18(21)-heptaen-9-one